3-(7-fluoro-1-oxo-6-(4-(piperidin-4-ylmethyl)piperazin-1-yl)phthalazin-2(1H)-yl)Piperidine-2,6-dione FC1=C(C=C2C=NN(C(C2=C1)=O)C1C(NC(CC1)=O)=O)N1CCN(CC1)CC1CCNCC1